(R)-2-((4-(2,7-Diazaspiro[3.5]nonan-2-yl)pyrimidin-5-yl)oxy)-5-fluoro-N-isopropyl-N-(tetrahydrofuran-3-yl)benzamide hydrochloride Cl.C1N(CC12CCNCC2)C2=NC=NC=C2OC2=C(C(=O)N([C@H]1COCC1)C(C)C)C=C(C=C2)F